C(C)(C)(C)OC(=O)N1CC=CC=C1 2H-pyridine-1-carboxylic acid tert-butyl ester